CCNCCCCNCCCCNCCNCCNCCNCCCCCC(=O)[O-] 3,8,13,16,19,22-hexaazaoctacosan-28-oate